N1=CC(=CC2=CC=CN=C12)C=1C=CN2N=C(N=CC21)NC2CCC(CC2)(O)C (1s,4s)-4-((5-(1,8-Naphthyridin-3-yl)pyrrolo[2,1-f][1,2,4]triazin-2-yl)amino)-1-methylcyclohexan-1-ol